FC(C1=CC=C(C=C1)N1C(SC(=C1C=1C=C(C(=O)NCCCCC2=CC=CC=C2)C=CC1)C)=O)(F)F 3-(3-(4-trifluoromethylphenyl)-5-methyl-4-thiazolinonyl)-N-(4-phenylbutyl)benzamide